1,3-propanediamine copper [Cu].C(CCN)N